tert-Butyl 3-(2-(4-(Chloromethyl)phenyl)-4-(trifluoromethyl)-1H-imidazol-1-yl)azetidine-1-carboxylate ClCC1=CC=C(C=C1)C=1N(C=C(N1)C(F)(F)F)C1CN(C1)C(=O)OC(C)(C)C